N-[(R)-2-(tert-Butoxycarbonylamino)-4-phenylbutyryl]-L-leucyl-L-phenylalanine methyl ester COC([C@@H](NC([C@@H](NC([C@@H](CCC1=CC=CC=C1)NC(=O)OC(C)(C)C)=O)CC(C)C)=O)CC1=CC=CC=C1)=O